C(C)(C)(C)C1N(CCNC1)C(=O)O.C(C)(C)(C)C1N(CCNC1)C(=O)O.O1[C@@H](COC2=C1C=CC=C2)C2=CC=C(CN1CCC(CC1)O)C=C2 1-{4-[(2R)-2,3-dihydro-1,4-benzodioxin-2-yl]benzyl}piperidin-4-ol t-butylpiperazine-1-carboxylate (tert-butyl-piperazine-1-carboxylate)